COC=1C=2N(C=C(C1)C1=C(C(=NN1)C=1SC(=C(N1)C)N1CCNCC1)CC(F)(F)F)N=CN2 2-(5-(8-methoxy-[1,2,4]triazolo[1,5-a]pyridin-6-yl)-4-(2,2,2-trifluoroethyl)-1H-pyrazol-3-yl)-4-methyl-5-(piperazin-1-yl)thiazole